CC(=O)C1=CC(=CC=C1)OC(F)(F)F 3-(trifluoromethoxy)acetophenone